C(C)(=O)C1=CC=C(OCC(=O)C2=CC=C(C=C2)OC)C=C1 2-(4-acetylphenoxy)-1-(4-methoxyphenyl)ethanone